5-(2-amino-[1,2,4]triazolo[1,5-a]pyridin-7-yl)-2-methoxy-N-(2-((3-methylcyclopentyl)oxy)benzyl)nicotinamide NC1=NN2C(C=C(C=C2)C=2C=NC(=C(C(=O)NCC3=C(C=CC=C3)OC3CC(CC3)C)C2)OC)=N1